COC1=CC=C(C=C1)CN(C1=NC(=C(C(=N1)Cl)O)OC)CC1=CC=C(C=C1)OC 2-[bis[(4-methoxyphenyl)methyl]amino]-4-chloro-6-methoxy-pyrimidin-5-ol